N'-((1,1,3,3-tetramethoxydisiloxane-1,3-diyl)bis(propane-3,1-diyl))bis(1,1,1-trimethyl-N-(trimethylsilyl)silanamine) CO[Si](O[Si](OC)(OC)CCCN([Si](C)(C)C)[Si](C)(C)C)(OC)CCCN([Si](C)(C)C)[Si](C)(C)C